(E)-3-(3-chloro-1H-indazol-6-yl)-N-(5-cyano-2-methylpyridin-3-yl)acrylamide ClC1=NNC2=CC(=CC=C12)/C=C/C(=O)NC=1C(=NC=C(C1)C#N)C